BrC=1C(=C(C(=C(C1)C(C1(COC1)CC)OC(C1=C(C(=C(C(=C1)Br)Br)Br)Br)C1(COC1)CC)Br)Br)Br tetrabromophenyl(3-ethyl-3-oxetanyl-methyl)ether